3-((7-Bromo-5-fluoro-3-(N-isopropylsulfamoyl)quinolin-4-yl)amino)-5-(3,5-difluorophenoxy)benzoic acid BrC1=CC(=C2C(=C(C=NC2=C1)S(NC(C)C)(=O)=O)NC=1C=C(C(=O)O)C=C(C1)OC1=CC(=CC(=C1)F)F)F